2,3,5-trifluoro-4-hydroxy-N-({4-[3-(6-methoxypyridazin-3-yl)-1,2,4-oxadiazol-5-yl]bicyclo[2.2.2]octan-1-yl}methyl)benzamide FC1=C(C(=O)NCC23CCC(CC2)(CC3)C3=NC(=NO3)C=3N=NC(=CC3)OC)C=C(C(=C1F)O)F